[Cl-].C(C=C)(=O)OCC[N+](C)(C)C 2-acryloyloxyethyl-trimethyl-ammonium chloride